[Cr+3].[Cr](=O)(=O)([O-])O[Cr](=O)(=O)[O-].[K+].[Cr](=O)(=O)([O-])O[Cr](=O)(=O)[O-] potassium dichromate chromium